C(C)(=O)NCCN1N=CC2=CC(=C(C=C12)C=1C=2C=NN(C2C=CC1)CC(=O)OCC)F ethyl 2-[1'-(2-acetamidoethyl)-5'-fluoro-[4,6'-biindazol]-1-yl]acetate